N-(4-(4-amino-2,7-dimethyl-7H-pyrrolo[2,3-d]pyrimidin-5-yl)phenyl)-2-(3-fluorophenyl)-2-hydroxyacetamide NC=1C2=C(N=C(N1)C)N(C=C2C2=CC=C(C=C2)NC(C(O)C2=CC(=CC=C2)F)=O)C